BrC1=CC=C(C(=N1)F)CBr 6-bromo-3-(bromomethyl)-2-fluoro-pyridine